5-(5-bromo-2-chlorobenzyl)-1-(N,N-dimethylsulfamoyl)-1H-pyrazole-4-carboxylic acid BrC=1C=CC(=C(CC2=C(C=NN2S(N(C)C)(=O)=O)C(=O)O)C1)Cl